(4-((methoxycarbonyl)oxy)phenyl)methylsulfonium COC(=O)OC1=CC=C(C=C1)C[SH2+]